C12(CC3CC(CC(C1)C3)C2)CCC2=C(C(=O)N)C=CC=C2NC2=NC=C(C=C2)C2=CC(=CC=C2)F (2-(adamantan-1-yl)ethyl)-3-((5-(3-fluorophenyl)pyridin-2-yl)amino)benzamide